FC(C=1C=C(C=CC1)C1=CC=CC=C1)(F)F 3'-(trifluoro-methyl)-[1,1'-biphenyl]